BrC=1C=C(C(=NC1)CN1C(N(CCC1)C)=O)F 1-((5-bromo-3-fluoropyridin-2-yl)methyl)-3-methyltetrahydropyrimidin-2(1H)-one